OCC1=CC=CC=2CCOC21 7-(hydroxymethyl)-2,3-dihydrobenzofuran